OCC1=C2C(=NC(=C1)C(=O)[O-])SC=C2C.[Li+] lithium 4-(hydroxymethyl)-3-methylthieno[2,3-b]pyridine-6-carboxylate